ClC=1C=C(C=CC1)N(S(=O)(=O)C1=CC=C(C=C1)[N+](=O)[O-])C N-(3-chlorophenyl)-N-methyl-4-nitrobenzenesulfonamide